1-(3-chloro-6-methoxy-1,5-naphthyridin-4-yl)ethanone ClC=1C=NC2=CC=C(N=C2C1C(C)=O)OC